1,1-bis(4-hydroxyphenyl)-3,3-dimethyl-5-ethyl-cyclohexane OC1=CC=C(C=C1)C1(CC(CC(C1)CC)(C)C)C1=CC=C(C=C1)O